[Ir+3].CC=1C=C(C=CC1)C1(NC=CC=C1)C(=O)O (2-(3-methylphenyl)picolinic acid) iridium (III)